methyl-4-bromo-5-iodo-2-methoxybenzaldehyde CC=1C(=C(C=O)C=C(C1Br)I)OC